6-({[5-(3-methoxyphenyl)-1,3-oxazol-2-yl]methyl}sulfanyl)-1,3,5-triazine COC=1C=C(C=CC1)C1=CN=C(O1)CSC1=NC=NC=N1